C12(CC(C1)C2)C2=NC=C(C(=N2)OC2=CC=CC=C2)C(=O)N[C@@H](C)\C=C\S(=O)(=O)C (S,E)-2-(bicyclo[1.1.1]pentan-1-yl)-N-(4-(methylsulfonyl)but-3-en-2-yl)-4-phenoxypyrimidine-5-carboxamide